N-[4-cyano-2-(4-fluoro-2-methoxy-phenyl)pyrazol-3-yl]acetamide C(#N)C1=C(N(N=C1)C1=C(C=C(C=C1)F)OC)NC(C)=O